8-[7-(8-chloro-1-naphthyl)-2-[[(2S)-1-methylpyrrolidin-2-yl]methoxy]-6,8-dihydro-5H-pyrido[3,4-d]pyrimidin-4-yl]-1,8-diazaspiro[3.5]nonan-2-one ClC=1C=CC=C2C=CC=C(C12)N1CC=2N=C(N=C(C2CC1)N1CCCC2(CC(N2)=O)C1)OC[C@H]1N(CCC1)C